C1(=CC=CC=2C3=CC=CC=C3CC12)COC(=O)NC(C(=O)[O-])CCC1C(OC(OC1=O)(C)C)=O ((fluorenylmethyloxy)carbonyl)amino-4-(2,2-dimethyl-4,6-dioxo-1,3-dioxan-5-yl)butanoate